2,2'-bis(o-chlorophenyl)-4,4',5,5'-tetraphenylbiimidazole ClC1=C(C=CC=C1)C1(N=C(C(=N1)C1=CC=CC=C1)C1=CC=CC=C1)C1(N=C(C(=N1)C1=CC=CC=C1)C1=CC=CC=C1)C1=C(C=CC=C1)Cl